2-[4-(4-hydroxypiperidin-1-yl)-6-(3-hydroxypiperidin-1-yl)pyrimidin-2-ylamino]-4-methylthiazole-5-carboxylic acid ethyl ester C(C)OC(=O)C1=C(N=C(S1)NC1=NC(=CC(=N1)N1CCC(CC1)O)N1CC(CCC1)O)C